N(=[N+]=[N-])C1=C(OC2=CC(=NC=N2)OC2=C(C=CC=C2)/C(/C(=O)OC)=C\OC)C=CC=C1 (E)-methyl 2-{2-[6-(2-azidophenoxy)pyrimidin-4-yloxy]phenyl}-3-methoxyacrylate